FC(C=1C=CC=2N(N1)C(=CN2)C2=CC(=NC=C2)N2CCOCC(C2)CNS(=O)(=O)C)F N-((4-(4-(6-(Difluoromethyl)imidazo[1,2-b]pyridazin-3-yl)pyridin-2-yl)-1,4-oxazepan-6-yl)methyl)methanesulfonamide